ethyl 2-((2-bromo-5-methoxypyridin-4-yl)oxy)acetate BrC1=NC=C(C(=C1)OCC(=O)OCC)OC